C1=CC=CC=2C3=CC=CC=C3C(C12)COC(=O)N[C@H](C(=O)NC1=CC=C(C=C1)C(CNC(OC(C)(C)C)=O)O)C tert-butyl (2-(4-((S)-2-((((9H-fluoren-9-yl)methoxy)carbonyl)amino)propanamido)phenyl)-2-hydroxyethyl)carbamate